FC(OC1=CC(=NN1)NC1=NC(=CN=C1)O[C@H]1[C@H]([C@H]2CC[C@@H](C1)N2C)F)F N-(5-(difluoromethoxy)-1H-pyrazol-3-yl)-6-(((1R,2S,3R,5S)-2-fluoro-8-methyl-8-azabicyclo[3.2.1]octan-3-yl)oxy)pyrazin-2-amine